C(C)(C)(C)OC(=O)N1C2=C(OCCC1)C=CC(=C2)Br 7-bromo-3,4-dihydrobenzo[b][1,4]oxazepin-5(2H)-carboxylic acid tert-butyl ester